2-Fluoro-5-(6-fluoro-3-methyl-2-methylsulfanyl-4-nitro-phenoxy)aniline FC1=C(N)C=C(C=C1)OC1=C(C(=C(C=C1F)[N+](=O)[O-])C)SC